ClC=1C(=C(OC2=NC=NC3=CC(=C(C=C23)[C@]2(N(CCN(C2)CC2CC2)C(=O)N)C)OC)C=CC1)F 4-(3-chloro-2-fluorophenoxy)-7-methoxyquinazolin-6-yl-4-(cyclopropylmethyl)-(R)-2-methylpiperazine-1-carboxamide